O1CCN(CC1)C1=NC(=CC=2N1C=C(N2)C(=O)NC2CCOCC2)N/N=C/C=2C=C(C=CC2)C 5-morpholino-7-[(2E)-2-(m-tolylmethylene)hydrazino]-N-tetrahydropyran-4-yl-imidazo[1,2-c]pyrimidine-2-carboxamide